(R)-N-(1-(2-Fluoroethyl)piperidin-3-yl)-2-(5-isopropyl-8-oxothiazolo[5',4':4,5]pyrrolo[1,2-d][1,2,4]triazin-7(8H)-yl)acetamid FCCN1C[C@@H](CCC1)NC(CN1N=C(N2C(C1=O)=CC1=C2N=CS1)C(C)C)=O